tert-butyl N-[(1s,4s)-4-aminocyclohexyl]carbamate CC(C)(C)OC(=O)NC1CCC(CC1)N